1-((R)-2-(3-((2-((3S,4R)-3-fluoro-4-methoxypiperidin-1-yl)pyrimidin-4-yl)amino)-5-isopropyl-8-(3-((methylsulfonyl)methyl)azetidin-1-yl)isoquinolin-6-yl)azetidin-1-yl)but-2-yn-1-one F[C@H]1CN(CC[C@H]1OC)C1=NC=CC(=N1)NC=1N=CC2=C(C=C(C(=C2C1)C(C)C)[C@@H]1N(CC1)C(C#CC)=O)N1CC(C1)CS(=O)(=O)C